5,6-dichloro-l-beta-D-ribofuranosylbenzimidazole ClC([C@@H]1[C@H]([C@H]([C@@H](O1)C=1NC2=C(N1)C=C(C=C2)Cl)O)O)O